spirobiindene-6,6'-diol C12(C=CC3=CC=C(C=C13)O)C=CC1=CC=C(C=C12)O